BrC(C)C1=NC=CC(=C1)F (1-bromoethyl)-4-fluoropyridine